C(C)(C)OC1CCN(CC1)C=1C=C2C(=CC=NC2=CC1)C(=O)O 6-(4-Isopropoxypiperidin-1-yl)quinoline-4-carboxylic acid